CC1=C(C=CC2=CC=C(C=C2)C=CC2=C(C=CC=C2)C)C=CC=C1 1,4-bis-(o-methylstyryl)-benzene